rel-4-((2s,3r,5s)-3-(2-chloro-4-(trifluoromethoxy)phenyl)-5-methyl-5-(trifluoromethyl)tetrahydrofuran-2-carboxamido)pyridineamide ClC1=C(C=CC(=C1)OC(F)(F)F)[C@@H]1[C@H](O[C@@](C1)(C(F)(F)F)C)C(=O)NC1=CC(=NC=C1)C(=O)N |o1:12,13,15|